BrC1=C(C(=C(C2(C1(F)O2)F)F)F)F bromopentafluorobenzene oxide